ClCS(=O)(=O)NCC=1C=C(C2=C(CCO2)C1CO)C1=CC=C(C=C1)OC(F)(F)F 1-Chloro-N-((4-(hydroxymethyl)-7-(4-(trifluoromethoxy)phenyl)-2,3-dihydrobenzofuran-5-yl)methyl)methanesulfonamide